C(C)(C)(C)N[C@H]1CN(C[C@H]1F)C(=O)OC(C)(C)C tert-butyl (3S,4R)-3-(tert-butylamino)-4-fluoropyrrolidine-1-carboxylate